BENZYL ISOBUTYRATE (benzyl isobutanoate) C(C1=CC=CC=C1)C(C(=O)O)(C)C.C(C(C)C)(=O)OCC1=CC=CC=C1